FC(CNC=1C=C(C#N)C=CN1)(F)F 2-((2,2,2-trifluoroethyl)amino)isonicotinonitrile